α-linolenoyl-phenylethylamine C(CCCCCCC\C=C/C\C=C/C\C=C/CC)(=O)NCCC1=CC=CC=C1